4-Isopropyl-pyridin C(C)(C)C1=CC=NC=C1